C1(CCCC1)NC1=C(C=C2C(=NN=C(C2=C1)O)C)C(=O)O 7-(cyclopentylamino)-1-hydroxy-4-methylphthalazine-6-carboxylic acid